(R)-N-(6-(3-Fluoroazetidin-1-yl)pyridin-2-yl)-4-((2-hydroxy-1-methyl-ethyl)sulfonamido)-2-(6-azaspiro[2.5]octan-6-yl)benzamide FC1CN(C1)C1=CC=CC(=N1)NC(C1=C(C=C(C=C1)NS(=O)(=O)[C@@H](CO)C)N1CCC2(CC2)CC1)=O